BrC1=CC=C(C=C1)[C@@H](C(F)(F)F)N(C(CCN1C(CCC1)=O)=O)C (S)-N-(1-(4-Bromophenyl)-2,2,2-trifluoroethyl)-N-methyl-3-(2-oxopyrrolidin-1-yl)propanamide